C1(CC1)N(C(=O)C=1C(=NN(C1F)C)C(F)F)CC1=C(C=CC=C1)C(C)C N-Cyclopropyl-3-(difluoromethyl)-5-fluoro-N-(2-isopropylbenzyl)-1-methyl-1H-pyrazol-4-carboxamid